5-methoxy-3-hydroxymethyl-1-methyl-4,7-dioxo-4,7-dihydro-1H-indole COC=1C(C=2C(=CN(C2C(C1)=O)C)CO)=O